(3R)-3-methylpyrrolidine-3-carbonitrile C[C@@]1(CNCC1)C#N